[5-(benzyloxycarbothioylamino)-2-chloro-phenyl]boronic acid C(C1=CC=CC=C1)OC(=S)NC=1C=CC(=C(C1)B(O)O)Cl